CC=1C(=NC=C(C1)C)NCC1=CC(=C(C(=C1)O)N1CC(NS1(=O)=O)=O)F 5-[4-[[(3,5-dimethyl-2-pyridinyl)amino]methyl]-2-fluoro-6-hydroxy-phenyl]-1,1-dioxo-1,2,5-thiadiazolidin-3-one